nonafluorotertiary butanol FC(C(C(F)(F)F)(C(F)(F)F)O)(F)F